FC1=NC=CC=C1OC1C[C@@H]2[C@@H](CN(C2)CC(O)C2=CC=C(C=C2)O)C1 4-(2-((3aR,5s,6aS)-5-(2-fluoropyridin-3-yl)oxyhexahydrocyclopenta[c]pyrrol-2(1H)-yl)-1-hydroxyethyl)phenol